O=S1(CCC(CC1)CCCCCCCCCCC(=O)N)=O 11-(1,1-dioxotetrahydro-2H-thiopyran-4-yl)undecanamide